{1-[1-(2,6-difluorobenzoyl)piperidin-4-yl]-3-[3-(7H-pyrrolo[2,3-d]pyrimidin-4-yl)-1H-pyrrol-1-yl]azetidin-3-yl}acetonitrile FC1=C(C(=O)N2CCC(CC2)N2CC(C2)(N2C=C(C=C2)C=2C3=C(N=CN2)NC=C3)CC#N)C(=CC=C1)F